C(C)(=O)OCC1(OC(CC1)O)O[C@H]1O[C@H]([C@H]([C@@H]([C@H]1N=[N+]=[N-])OC(C)=O)OC(C)=O)CN=[N+]=[N-] (2R,3R,4R,5R,6S)-4,5-diacetoxy-3-azido-6-(azidomethyl)tetrahydropyran-2-yl[oxy-5-hydroxy-tetrahydrofuran-2-yl]methyl acetate